1,4-Cyclohexanedioic acid cadmium [Cd].C1(CCC(CC1)C(=O)O)C(=O)O